6-[5-[2-[[4-fluoro-6-[2-(triazol-2-yl)ethoxy]-2,3-dihydro-1H-inden-2-yl]methylamino]ethyl]-2-oxo-1,3-oxazolidin-3-yl]-4H-pyrazino[2,3-b][1,4]oxazin-3-one FC1=C2CC(CC2=CC(=C1)OCCN1N=CC=N1)CNCCC1CN(C(O1)=O)C1=NC2=C(OCC(N2)=O)N=C1